N1,N4-bis(2-(2-(2-(2-(3-((R or S)-6,8-dichloro-2-methyl-1,2,3,4-tetrahydroisoquinolin-4-yl)phenylsulfonamido)ethoxy)ethoxy)ethoxy)ethyl)-2,3-dihydroxysuccinamide ClC=1C=C2[C@H](CN(CC2=C(C1)Cl)C)C=1C=C(C=CC1)S(=O)(=O)NCCOCCOCCOCCNC(C(C(C(=O)NCCOCCOCCOCCNS(=O)(=O)C1=CC(=CC=C1)[C@H]1CN(CC2=C(C=C(C=C12)Cl)Cl)C)O)O)=O |o1:4,62|